NC=1SC=2CN(CCC2N1)C(C(F)(F)C1=C(C=CC(=N1)C(=O)NC1=CC(=C(C=C1)F)C)F)=O 6-(2-(2-amino-6,7-dihydrothiazolo[5,4-c]pyridin-5(4H)-yl)-1,1-difluoro-2-oxoethyl)-5-fluoro-N-(4-fluoro-3-methylphenyl)picolinamide